NC1=NC2=C(C=3N1N=C(N3)C=3OC=CC3)SC(N2)=O 5-amino-8-(furan-2-yl)-2-oxothiazolo[5,4-e][1,2,4]triazolo[1,5-c]pyrimidine